C(C)C(CC1(C2=C(SC=C2)C=2SC=CC21)CC(CCCC)CC)CCCC 4,4-bis(2-ethylhexyl)-cyclopenta-[2,1-b:3,4-b']dithiophene